CC(CCCCCC)C=1C=C(C=C(C1)O)O 5-(Octan-2-YL)benzene-1,3-diol